N-(5-chloropyridin-3-yl)-6-methyl-4-oxo-1-phenyl-1,4-dihydropyridazine-3-carboxamide ClC=1C=C(C=NC1)NC(=O)C1=NN(C(=CC1=O)C)C1=CC=CC=C1